C1(C=CC(N1CCCC(=O)O)=O)=O 4-maleimidobutyric acid